5-(2,5-dihydrofuran-3-yl)-2-(5-(((1R,2R,3S,5S)-2-fluoro-8-azabicyclo[3.2.1]octan-3-yl)(methyl)amino)pyrazin-2-yl)phenol O1CC(=CC1)C=1C=CC(=C(C1)O)C1=NC=C(N=C1)N(C)[C@@H]1[C@@H]([C@H]2CC[C@@H](C1)N2)F